1,2-thiazolidine 1,1-dioxide S1(NCCC1)(=O)=O